COP(=O)(OC)O.FC(C(C(OC(C(F)(F)F)(C(OC(F)(F)F)(F)F)F)(F)F)(OC(F)(F)F)F)(F)F 1,1,1,2,3,3-hexafluoro-3-{[1,1,1,2,3,3-hexafluoro-3-(trifluoromethoxy)propan-2-yl]oxy}-2-(trifluoromethoxy)propane dimethyl-phosphate